NC[C@H](O)C=1C=CC(=NC1)C1=C(C=C(C#N)C=C1)OC=1N(N=C(C1)C1=CC=C(C=C1)Cl)C 4-[5-[(1R)-2-amino-1-hydroxyethyl]pyridin-2-yl]-3-[5-(4-chlorophenyl)-2-methylpyrazol-3-yl]oxybenzonitrile